(5-(1-(4-fluorophenyl)-1H-1,2,3-triazol-4-yl)-3-hydroxy-4-methylpicolinoyl)glycine FC1=CC=C(C=C1)N1N=NC(=C1)C=1C(=C(C(=NC1)C(=O)NCC(=O)O)O)C